C1(=CC=CC=C1)C1=NC2=C(N1C1=CC=C(C=C1)B(O)O)C=CC=C2 4-(2-phenyl-1H-benzimidazol-1-yl)phenylboronic acid